BrC=1C=C(C=C(C1)F)NC1=NC(=NC(=C1)C1=NC=CN=C1)[C@@H]1CC[C@@H](N(C1)C(C)=O)C 1-((2s,5r)-5-(4-((3-bromo-5-fluorophenyl)amino)-6-(pyrazin-2-yl)pyrimidin-2-yl)-2-methylpiperidin-1-yl)ethan-1-one